piperidin-3-ylacetate N1CC(CCC1)CC(=O)[O-]